1-methyl-5-(2-oxopropyl)-4,5,6,7-tetrahydro-1H-imidazo[4,5-c]pyridine-2-carboxylic acid methyl ester COC(=O)C=1N(C2=C(CN(CC2)CC(C)=O)N1)C